O=C1N(CCNC1)C(=O)N oxo-piperazine-1-carboxamide